(3E)-3-[3-(4-chloropyridin-2-yl)prop-2-yn-1-ylidene]-N,N-diethyl-2,2-dimethylpyrrolidine-1-carboxamide ClC1=CC(=NC=C1)C#C\C=C/1\C(N(CC1)C(=O)N(CC)CC)(C)C